C1(CC1)N(C=1N=CC(=NC1)C1=C(C=C(C=C1)C1=CC(N(C=C1)C)=O)O)[C@H]1[C@H]([C@@]2(CC[C@](C1)(N2)C)C)F 4-[4-(5-{cyclopropyl[(1S,2R,3R,5R)-2-fluoro-1,5-dimethyl-8-azabicyclo[3.2.1]octan-3-yl]amino}pyrazin-2-yl)-3-hydroxyphenyl]-1-methyl-1,2-dihydropyridin-2-one